1-(4-chloro-2,3-difluorophenyl)ethan-1-one ClC1=C(C(=C(C=C1)C(C)=O)F)F